BrC=1C=C(C(=O)N)C=C(C1)N1CCOCC1 3-bromo-5-(morpholin-4-yl)benzamide